N-(3-Fluoro-2-pyridyl)-1,5-dimethyl-2-oxo-6,7-dihydro-5H-cyclopenta[b]pyridine-3-carboxamide FC=1C(=NC=CC1)NC(=O)C1=CC2=C(N(C1=O)C)CCC2C